FC=1C=C(C=CC1NC(=O)N)C=1N(N=C2C1CN(CC2)C(=O)OC(C)(C)C)C2=C(C=CC=C2C)OCC(C)C tert-butyl 3-(3-fluoro-4-ureidophenyl)-2-(2-isobutoxy-6-methylphenyl)-2,4,6,7-tetrahydro-5H-pyrazolo[4,3-c]pyridine-5-carboxylate